methyl-(R)-8-(1-aminoethyl)-2-(4-fluorophenyl)-3,6-dimethylquinazolin-4(3H)-one CC1=C2C(N(C(=NC2=C(C=C1C)[C@@H](C)N)C1=CC=C(C=C1)F)C)=O